(2S,5'R)-7-chloro-1',4-dimethoxy-5'-methyl-3,3'-dioxo-N'-[(2R)-2-tetrahydropyran-2-yloxypropanoyl]spiro[benzofuran-2,6'-cyclohexene]-6-carbohydrazide ClC1=C(C=C(C=2C([C@@]3([C@@H](CC(C=C3OC)=O)C)OC21)=O)OC)C(=O)NNC([C@@H](C)OC2OCCCC2)=O